(S)-4-(2-((1-methyl-cyclopropyl)amino)-2-oxoacetyl)-N-((S)-3-oxo-1-((S)-2-oxopyrrolidin-3-yl)-4-(trifluoromethoxy)butan-2-yl)-4-azaspiro-[2.4]heptane-5-carboxamide CC1(CC1)NC(C(=O)N1C2(CC2)CC[C@H]1C(=O)N[C@@H](C[C@H]1C(NCC1)=O)C(COC(F)(F)F)=O)=O